FC1=C2C(N(C=NC2=CC=C1O)C1COC2(C1)CCN(CC2)C(=O)OC(C)(C)C)=O tert-butyl 3-(5-fluoro-6-hydroxy-4-oxo-quinazolin-3-yl)-1-oxa-8-azaspiro[4.5]decane-8-carboxylate